Boron carbonate C([O-])([O-])=O.[B+3].C([O-])([O-])=O.C([O-])([O-])=O.[B+3]